2-(4-(3-(3-chlorophenyl)ureido)benzylamino)benzamide ClC=1C=C(C=CC1)NC(NC1=CC=C(CNC2=C(C(=O)N)C=CC=C2)C=C1)=O